N=C1C=CC(=NN1CCC(=O)O)C1=CC=C(C=C1)Cl 3-[6-imino-3-(4-chlorophenyl)pyridazin-1-yl]propanoic acid